C1=CC=CC=2C3=CC=CC=C3C(C12)COC(=O)N[C@H](C(=O)OC)CC1=C(C=C(C=C1F)OC(C)(C)C)F methyl (S)-2-((((9H-fluoren-9-yl)methoxy)carbonyl)amino)-3-(4-(tert-butoxy)-2,6-difluorophenyl)propanoate